NC[Si](OCC)(OCC)OCC 1-Aminomethyl(triethoxysilane)